(1R,4R)-4-(((5-fluoro-2-((1-(tetrahydro-2H-pyran-4-yl)-1H-pyrazol-4-yl)amino)pyrimidin-4-yl)oxy)methyl)cyclohexan-1-ol FC=1C(=NC(=NC1)NC=1C=NN(C1)C1CCOCC1)OCC1CCC(CC1)O